C(C)(C)NC(O[C@H]1C[C@H](CC1)C=1N(N=C(C1)NC(NC1=CC(=C(C=C1)OCC1=CC=CC=C1)C1OCCO1)=O)C(C)(C)C)=O (1R,3S)-3-[5-({[4-(benzyloxy)-3-(1,3-dioxolan-2-yl)phenyl]carbamoyl}amino)-2-tertbutylpyrazol-3-yl]cyclopentyl N-isopropylcarbamate